tert-Butyl 4-[[3-amino-7-(2-chloro-6-methyl-phenyl)-5-isoquinolyl]amino]piperidine-1-carboxylate NC=1N=CC2=CC(=CC(=C2C1)NC1CCN(CC1)C(=O)OC(C)(C)C)C1=C(C=CC=C1C)Cl